N-(3-cyclohexylpropyl)-N-(4-piperidyl)-2,4-dinitrobenzenesulfonamide hydrochloride Cl.C1(CCCCC1)CCCN(S(=O)(=O)C1=C(C=C(C=C1)[N+](=O)[O-])[N+](=O)[O-])C1CCNCC1